(1s,4s)-4-((5-(1-(2-fluoroethyl)-1H-benzo[d]imidazol-6-yl)-4-methoxypyrrolo[2,1-f][1,2,4]triazin-2-yl)amino)-1-methylcyclohexan-1-ol FCCN1C=NC2=C1C=C(C=C2)C=2C=CN1N=C(N=C(C12)OC)NC1CCC(CC1)(O)C